N-(cis-4-methoxycyclohexyl)-5-(pyrazolo[1,5-a]pyridin-5-yl)-7H-pyrrolo[2,3-d]pyrimidin-2-amine CO[C@H]1CC[C@H](CC1)NC=1N=CC2=C(N1)NC=C2C2=CC=1N(C=C2)N=CC1